tert-Butyl 6-(4-(benzo[d]isothiazol-6-ylamino)pyrido[3,2-d]pyrimidin-6-yl)-1,6-diazaspiro[3.3]heptane-1-carboxylate S1N=CC2=C1C=C(C=C2)NC=2C1=C(N=CN2)C=CC(=N1)N1CC2(CCN2C(=O)OC(C)(C)C)C1